3,5-dimethylpyrazolium CC=1N[NH+]=C(C1)C